NC=1C2=C(N=C(N1)NC1CCN(CC1)C)N=CC=C2O 4-amino-2-[(1-methylpiperidin-4-yl)amino]pyrido[2,3-d]pyrimidin-5-ol